N-butyl-pyridinium bromide [Br-].C(CCC)[N+]1=CC=CC=C1